N-[(2-Chlorophenyl)methyl]-4-oxo-4-(1-phenyl-3,4-dihydro-1H-isoquinolin-2-yl)butyric acid amide ClC1=C(C=CC=C1)CNC(CCC(N1C(C2=CC=CC=C2CC1)C1=CC=CC=C1)=O)=O